FC1(C(C2=C(C(=C=C=C12)OC=1C=C(C(=O)N)C=C(C1)C(F)F)I)=O)F 3-(8,8-difluoro-5-iodo-7-oxobicyclo[4.2.0]oct-1,3,5-triene-2-enyloxy)-5-difluoromethylbenzamide